N-[(2-Amino-3-pyridyl)sulfonyl]-6-[6-(2,2-dimethylpropylamino)-2-pyridyl]-2-[(4S)-2,2,4-trimethylpyrrolidin-1-yl]pyridin-3-carboxamid NC1=NC=CC=C1S(=O)(=O)NC(=O)C=1C(=NC(=CC1)C1=NC(=CC=C1)NCC(C)(C)C)N1C(C[C@@H](C1)C)(C)C